NC1=C(C(=O)OC)C=C(C=C1)OCC=1C=NC(=NC1)C1=CC(=CC=C1)OCC1=CC(=CC=C1)Cl Methyl 2-amino-5-((2-(3-((3-chlorobenzyl)oxy)phenyl)pyrimidin-5-yl)methoxy)benzoate